C(#N)CCN1C[C@H](CCC1)COC1=CC=2N(C=C1)C(=CN2)C2=CC(=C(C(=O)NC1CC1)C(=C2)OC)OC(F)F 4-[7-[[(3S)-1-(2-cyanoethyl)-3-piperidyl]methoxy]imidazo[1,2-a]pyridin-3-yl]-N-cyclopropyl-2-(difluoromethoxy)-6-methoxy-benzamide